CC1(OI(C2=C1C=CC=C2)C(F)(F)F)C 1,3-dihydro-3,3-dimethyl-1-(trifluoromethyl)-1,2-benziodoxole